OC1OCCC1 2-hydroxytetrahydrofuran